CCCCCCCCCCCCCC(=O)OCC(CO)OC(=O)CCCCCCC/C=C\\CCCCCCCC The molecule is a 1,2-diglyceride with myristoyl and oleoyl as the two acyl groups. It has a role as a Mycoplasma genitalium metabolite. It is a 1,2-diglyceride, a tetradecanoate ester and a diacylglycerol 32:1. It derives from an oleic acid.